2-phenoxy-3,5-dimethoxybenzene O(C1=CC=CC=C1)C1=CC=C(C=C1OC)OC